C(=O)(O)[C@@H](CC=1C=C(C=CC1)C(CN(CC=1C=C(C=CC1)C[C@H](C(=O)O)[C@@H]1CNCC1)CC=1C=C(C=CC1)C[C@H](C(=O)O)[C@@H]1CNCC1)=O)[C@@H]1CNCC1 (2S,2'S)-3,3'-((((2-(3-((S)-2-carboxy-2-((R)-pyrrolidin-3-yl)ethyl)phenyl)-2-oxoethyl)azanediyl)bis(methylene))bis(3,1-phenylene))bis(2-((R)-pyrrolidin-3-yl)propionic acid)